CC(C)N1C(NC2=C1C=CC=C2)=O 1,3-dihydro-1-(1-methylethyl)-2H-benzimidazole-2-one